O=S1(CC2(C1)CC(C2)O)=O 2,2-dioxo-2λ6-thiaspiro[3.3]heptan-6-ol